2-(1-methyl-1H-indazol-5-yl)-7-(1,2,3,6-tetrahydropyridin-4-yl)-4H-pyrido[1,2-a]pyrimidin-4-one CN1N=CC2=CC(=CC=C12)C=1N=C2N(C(C1)=O)C=C(C=C2)C=2CCNCC2